NC1=C(C(=NC=N1)N[C@@H]1CN(C[C@H]1O)C(C=C)=O)C1=CC=C(C=C1)OC1=CC=CC=C1 1-(trans-3-((6-amino-5-(4-phenoxyphenyl)pyrimidin-4-yl)amino)-4-hydroxypyrrolidin-1-yl)prop-2-en-1-one